C(CCCCCCCCCCCCCCCCCCCCCCCC)(=O)OCCCCCCCCCCCCCCCC(C)C Isostearyl Pentacosanoate